C/C(=C\\C=C\\C(=C\\C=C\\C(=C\\C=C\\C=C(/C)\\C=C\\C=C(/C)\\C=C\\C=C(/C)\\C=C\\C(=O)C(C)(C)OC)\\C)\\C)/C=C/CC(C)(C)OC The molecule is a carotenoid ether that is (3E,3'E)-1,1'-dihydroxy-3,3',4,4'-tetradehydro-1,1',2,2'-tetrahydro-psi,psi-carotene-2-one in which both hydroxyl hydrogens are substituted by methyl groups. It is a carotenoid ether and a carotenone.